Cl.Cl.N(=NC(C(=N)NC1=CC=C(C=C1)O)(C)C)C(C(=N)NC1=CC=C(C=C1)O)(C)C 2,2'-azobis[N-(4-hydroxyphenyl)-2-methyl-propionamidine] Dihydrochloride